N-(6-chloro-4-(propan-2-yl)-1,5-naphthyridin-3-yl)-N'-(5-chloro-6-(2H-1,2,3-triazol-2-yl)pyridin-3-yl)urea ClC=1N=C2C(=C(C=NC2=CC1)NC(=O)NC=1C=NC(=C(C1)Cl)N1N=CC=N1)C(C)C